C1(=CC=C(C=C1)C(=O)OC(=O)C1=CC=C(C=C1)C)C Para-toluic anhydride